1-ethyl-5-((trimethylsilyl)ethynyl)-1H-benzo[d]imidazole C(C)N1C=NC2=C1C=CC(=C2)C#C[Si](C)(C)C